O1CCN(CC1)CCC(C)N1N=C2C=C(C=CC2=C1C1CCN(CC1)C(C=C)=O)C1=C(C=CC=C1)C(F)(F)F 1-(4-(2-(4-morpholinobutane-2-yl)-6-(2-(trifluoromethyl)phenyl)-2H-indazol-3-yl)piperidin-1-yl)prop-2-en-1-one